2-(diphenylmethyl)-7-methyl-5-oxa-2,7-diazaspiro[3.4]octan-6-one C1(=CC=CC=C1)C(N1CC2(C1)OC(N(C2)C)=O)C2=CC=CC=C2